trans-2-[2,3',5'-trifluoro-4'-propoxy-(1,1'-biphenyl)-4-yl]-5-propyl-1,3-dioxane FC1=C(C=CC(=C1)[C@@H]1OC[C@H](CO1)CCC)C1=CC(=C(C(=C1)F)OCCC)F